trans-4-(3-(3-chloro-4-((dimethylamino)methyl)styryl)-1H-indazol-6-yl)pyrimidin-2-amine ClC=1C=C(/C=C/C2=NNC3=CC(=CC=C23)C2=NC(=NC=C2)N)C=CC1CN(C)C